C1(=CC=CC=C1)CC(=O)C=1C(=C(C=CC1)OCC#N)C#C Cyanomethyl phenylacetylethynyl-phenyl ether